CN1C([C@@H](CC1)NC1=NC=2C(=CC=CC2C=2N1N=C(N2)C=2C=NN(C2)C)C(F)(F)F)=O (3R)-1-methyl-3-{[2-(1-methyl-1H-pyrazol-4-yl)-7-(trifluoromethyl)[1,2,4]triazolo[1,5-c]quinazolin-5-yl]amino}pyrrolidin-2-one